ClC1=C(C=CC=C1)C=1C(=CC=CC1Cl)N 2',6-dichloro-[1,1'-biphenyl]-2-amine